di-tert-butylchlorophosphate C(C)(C)(C)OP(=O)(OC(C)(C)C)Cl